COC=1C(=C(C=CC1)C=1C=C2C=NN(C(C2=CC1)=O)CCN1CCOCC1)C 6-(3-methoxy-2-methylphenyl)-2-(2-morpholinoethyl)phthalazin-1(2H)-one